3-(4-hydroxyphenyl)cyclopropane-1-carboxylic acid OC1=CC=C(C=C1)C1CC1C(=O)O